C(C)(C)(C)OC(=O)C1(CC(C2=C(C=C(C=C2C1)OC)OC)(C)CC(=O)O)C(=O)OC(C)(C)C 2-(3,3-bis(tert-butoxycarbonyl)-6,8-dimethoxy-1-methyl-1,2,3,4-tetrahydronaphthalen-1-yl)acetic acid